6-[4-Fluoro-2-(piperidin-4-yl)-1,3-benzothiazol-6-yl]-N,N,2-trimethylimidazo[1,2-b]pyridazin-8-amin-Hydrochlorid Cl.FC1=CC(=CC2=C1N=C(S2)C2CCNCC2)C=2C=C(C=1N(N2)C=C(N1)C)N(C)C